(S)-2-((4-(6-((4-(difluoromethyl)-2-fluorobenzyl)oxy)pyridin-2-yl)-5,6-dihydro-1,2,4-Triazin-1(4H)-yl)methyl)-1-(oxetan-2-ylmethyl)-1H-benzo[d]imidazole-6-carboxylic acid FC(C1=CC(=C(COC2=CC=CC(=N2)N2C=NN(CC2)CC2=NC3=C(N2C[C@H]2OCC2)C=C(C=C3)C(=O)O)C=C1)F)F